C(C)(C)(C)N1N=NC(=C1)C(=O)NCC1=C(C=C(C=C1)C1=C(C=NC=C1)N1CC2(CCN(C2)C(=O)OC(C)(C)C)CC1)C tert-butyl 7-(4-(4-((1-(tert-butyl)-1H-1,2,3-triazole-4-carboxamido) methyl)-3-methylphenyl) pyridin-3-yl)-2,7-diazaspiro[4.4]nonane-2-carboxylate